C12CCC(CC1)C2 (1R,4S)-bicyclo[2.2.1]heptane